C12OCC(N(C1)C(CC1=C(C=3C=4CCCOC4C(=C(C3OC1=O)C=O)O)C)=O)C2 2-(2-(2-oxa-5-azabicyclo[2.2.1]heptan-5-yl)-2-oxoethyl)-6-hydroxy-1-methyl-3-oxo-3,8,9,10-tetrahydropyrano[3,2-f]chromene-5-carbaldehyde